ClC1=C(C=C(C=C1)CN1CCNCC1)N1C2(CC2)CCC1 4-(2-chloro-5-(piperazin-1-ylmethyl)phenyl)-4-azaspiro[2.4]heptane